C1(=CC=C(C=C1)S(=O)(=O)OCC(CCC1CCN(CC1)C(=O)OC(C)(C)C)COS(=O)(=O)C1=CC=C(C=C1)C)C tert-butyl 4-[4-(p-tolylsulfonyloxy)-3-(p-tolylsulfonyloxymethyl)butyl]piperidine-1-carboxylate